FC=1C=C(C=CC1)C(CCCC\C=C/C1=NC=CC=C1)=O (Z)-(3-fluorophenyl)-7-(pyridin-2-yl)hept-6-en-1-one